C(CCCCCCCC)C=1C(=C(C=CC1)[SiH](OCCOC)OCCOC)CCCCCCCCC dinonylphenyl-bis-(2-methoxyethoxy)silane